S'(S)-5,5'-(((((2,2'-dichloro-[1,1'-biphenyl]-3,3'-diyl)bis(3-methoxypyrazine-5,2-diyl))bis(methylene))bis(azanediyl))bis(methylene))bis(pyrrolidin-2-one) bis(2,2,2-trifluoroacetate) FC(C(=O)O)(F)F.FC(C(=O)O)(F)F.ClC1=C(C=CC=C1C=1N=C(C(=NC1)CNCC1CCC(N1)=O)OC)C1=C(C(=CC=C1)C=1N=C(C(=NC1)CNCC1CCC(N1)=O)OC)Cl